COC1=CC=C(C=N1)C=1N=C(NC(C1)=O)C=1C=C(CC(C(=O)N)(C)C)C=CC1C(F)(F)F {3-[4-(6-methoxypyridin-3-yl)-6-oxo-1,6-dihydropyrimidin-2-yl]-4-(trifluoromethyl)benzyl}isobutyramide